O1[C@@H]2[C@H](NC(C1)=O)CNCC2 (+)-(4aR,8aS)-4a,5,6,7,8,8a-Hexahydro-4H-pyrido[4,3-b][1,4]oxazin-3-one